1-(4-(2,2,2-trifluoro-1-((4-(4-morpholino-1H-pyrrolo[3,2-c]pyridin-2-yl)phenyl)amino)ethyl)-[1,4'-bipiperidin]-1'-yl)prop-2-en-1-one FC(C(NC1=CC=C(C=C1)C1=CC=2C(=NC=CC2N1)N1CCOCC1)C1CCN(CC1)C1CCN(CC1)C(C=C)=O)(F)F